IC1=C(NC2=C1C(NCC2CCOC)=O)C2=CC=NC=C2 3-iodo-7-(2-methoxyethyl)-2-(pyridin-4-yl)-1H,5H,6H,7H-pyrrolo[3,2-c]pyridin-4-one